6-(2-chloro-5-fluoropyrimidin-4-yl)-4-isopropyl-5-methylquinoline ClC1=NC=C(C(=N1)C=1C(=C2C(=CC=NC2=CC1)C(C)C)C)F